CC1(CC1)C(=O)N1CC=2N3C(=CN=C3N=C(C2C1)NC(C)C1=CC(=CC=C1)C(F)(F)F)C (1-Methyl-cyclopropyl)-{8-methyl-4-[1-(3-trifluoromethyl-phenyl)-ethylamino]-1,3-dihydro-2,5,6,8a-tetraaza-as-indacen-2-yl}-methanone